N=1C=C(N2C1C=CC=C2)N2N=CC(=C2C(F)(F)F)C(=O)O 1-(Imidazo[1,2-a]pyridin-3-yl)-5-(trifluoromethyl)-1H-pyrazole-4-carboxylic acid